1-(m-tolyl)imidazole C1(=CC(=CC=C1)N1C=NC=C1)C